COCCN(CCC(C(=O)O)NC1=NC(=NC=C1)C(F)(F)F)CCCCC1=NC=2NCCCC2C=C1 4-((2-methoxyethyl)(4-(5,6,7,8-tetrahydro-1,8-naphthyridin-2-yl)butyl)amino)-2-((2-(trifluoromethyl)pyrimidin-4-yl)amino)butanoic acid